CC1=NC=C(C=C1CO)C (2,5-dimethyl-3-pyridinyl)methanol